12,15-Dihydroxytriacontanoic acid OC(CCCCCCCCCCC(=O)O)CCC(CCCCCCCCCCCCCCC)O